CN1C(N(C2=C1C=C(C=C2)N(CC2CCNCC2)C)C2C(NC(CC2)=O)=O)=O 3-(3-methyl-5-(methyl(piperidin-4-ylmethyl)amino)-2-oxo-2,3-dihydro-1H-benzo[d]imidazol-1-yl)piperidine-2,6-dione